N-(5,5-Difluoropiperidin-3-yl)Acetamide HCl Salt Cl.FC1(CC(CNC1)NC(C)=O)F